1-[3-[[6-[2-(3-methoxyphenoxy)pyrimidin-5-yl]pyrazin-2-yl]amino]azetidin-1-yl]prop-2-en-1-one COC=1C=C(OC2=NC=C(C=N2)C2=CN=CC(=N2)NC2CN(C2)C(C=C)=O)C=CC1